FC=1C=C(C(=NC1)C1(C=C(C(C(C1)(C)C)=O)C#N)OC)C=1C=NC(=NC1)C 3-[5-fluoro-3-(2-methylpyrimidin-5-yl)pyridin-2-yl]-3-methoxy-5,5-dimethyl-6-oxocyclohex-1-ene-1-carbonitrile